ClC1=CC=C2C(=NC=NC2=C1)NC1=C(C=C(C=C1F)C=CC#N)Cl 7-chloro-4-((2-chloro-4-(2-cyanovinyl)-6-fluorophenyl)amino)quinazolin